3-(2-Amino-ethyl)aminopropylamin NCCNCCCN